1,3-diisocyanato-propane N(=C=O)CCCN=C=O